7-(Cyclopentylmethoxy)-5-fluoro-2-(((trans-4-hydroxycyclohexyl)thio)methyl)quinazolin-4(3H)-one C1(CCCC1)COC1=CC(=C2C(NC(=NC2=C1)CS[C@@H]1CC[C@H](CC1)O)=O)F